((1H-tetrazol-5-yl)methyl)-2-amino-9-((2R,3R,5S)-3-hydroxy-5-(hydroxymethyl)tetrahydrofuran-2-yl)-7,9-dihydro-8H-purin-8-one N1N=NN=C1CN1C(N(C2=NC(=NC=C12)N)[C@@H]1O[C@@H](C[C@H]1O)CO)=O